CC1(OC[C@@H](O1)CC1=C(C=CC(=C1)C)S(=O)(=O)OC(C)C=1N(C2=NC(=NC(=C2N1)C1=CC=NC=C1)C1=CC(=CC=C1)C1=NN(C=C1)C)CC)C 1-(9-ethyl-2-(3-(1-methyl-1H-pyrazol-3-yl)phenyl)-6-(pyridin-4-yl)-9H-purin-8-yl)ethanol [(4s)-2,2-dimethyl-1,3-dioxolan-4-yl]methyl-4-methylbenzene-1-sulfonate